2-{4-[2-(5-methyl-3-trifluoromethyl-pyrazol-1-yl)-acetyl]-piperazin-1-yl}-5,6-dihydro-4H-benzothiazol-7-one-O-(2-chloro-benzyl) oxime ClC1=C(CON=C2CCCC=3N=C(SC32)N3CCN(CC3)C(CN3N=C(C=C3C)C(F)(F)F)=O)C=CC=C1